[N+](=O)([O-])C1=C(C)C(=CC(=C1)[N+](=O)[O-])[N+](=O)[O-] Anti-2,4,6-Trinitrotoluene